BrC1=CC(=C(C=C1)C(C(F)(F)F)O)CO 1-[4-bromo-2-(hydroxymethyl)phenyl]-2,2,2-trifluoroethanol